C(C)(C)(C)C=1C=C(C=C(C1)C(C)(C)C)C1=C(C(=CC=C1)C1=CC(=CC(=C1)C(C)(C)C)C(C)(C)C)NC=1C(=CC=CC1)N N1-(3,3'',5,5''-tetra-tert-butyl-[1,1':3',1''-terphenyl]-2'-yl)benzene-1,2-diamine